CNCO[Si](OC)(OC)CCC N-methyl-amino(propyltrimethoxysilane)